(2S,5R)-3-(4-aminophenylethyl)-2-(1-(4-bromophenyl)-3-(1H-pyrrol-3-yl)-1H-pyrazol-4-yl)-5-methyloxazolidin-4-one NC1=CC=C(C=C1)CCN1[C@@H](O[C@@H](C1=O)C)C=1C(=NN(C1)C1=CC=C(C=C1)Br)C1=CNC=C1